FC(CN1C(=NC=2C1=NC(=CC2)C=2C=CN1N=C(N=CC12)N[C@@H]1CC[C@@H](CC1)N1CCN(CC1)C)C)F 5-(3-(2,2-difluoroethyl)-2-methyl-3H-imidazo[4,5-b]pyridin-5-yl)-N-(cis-4-(4-methylpiperazin-1-yl)cyclohexyl)pyrrolo[2,1-f][1,2,4]triazin-2-amine